4-(3-(((benzyloxy)carbonyl)amino)piperidine-1-carbonyl)piperazine-1-carboxylic acid tert-butyl ester C(C)(C)(C)OC(=O)N1CCN(CC1)C(=O)N1CC(CCC1)NC(=O)OCC1=CC=CC=C1